CN1C2=C(OCC1=O)C=C(C=C2)NC2=CC1=CC=C(C=C1C=C2)N2CCC(CC2)C(F)(F)F 4-methyl-7-((6-(4-(trifluoromethyl)piperidin-1-yl)naphthalen-2-yl)amino)-2H-benzo[b][1,4]oxazin-3(4H)-one